COC(=O)C1(CCC1)C=O 1-FORMYL-CYCLOBUTANECARBOXYLIC ACID METHYL ESTER